Ethyl-{[1-(4-tert-butylphenyl)-5-phenyl-1H-pyrazol-3-yl]oxy}acetat C(C)OC(COC1=NN(C(=C1)C1=CC=CC=C1)C1=CC=C(C=C1)C(C)(C)C)=O